BrC=1C=C(C(=O)NC=2C=CC=C3C=CC=NC23)C=CC1 3-bromo-N-(quinolin-8-yl)benzamide